ClC1=CC(=NC(=C1)N(CC(C)(C)C)C)C(=O)NC1=CC=C(C(=O)O)C=C1 4-(4-chloro-6-(methyl-(neopentyl)amino)pyridinamido)benzoic acid